2-methyl-N-((R)-tetrahydrofurane-3-yl)piperidin-4-amine CC1NCCC(C1)N[C@H]1COCC1